C(C)N1N(NC(=C1Br)C(=O)OC(CNC)C)COCC[Si](C)(C)C 1-(Methylamino)propan-2-ol ethyl-5-bromo-2-((2-(trimethylsilyl)ethoxy)methyl)-2H-1,2,3-triazole-4-carboxylate